valine carboxy-isopropyl ester C(=O)(O)C(C)(C)OC([C@@H](N)C(C)C)=O